2-(chloromethyl)-5-(4-(trifluoromethyl)phenyl)-1,3,4-thiadiazole ClCC=1SC(=NN1)C1=CC=C(C=C1)C(F)(F)F